N1(C=NC=C1)C[C@@H]1CCNC1 (2S,4R)-4-(1H-imidazol-1-ylmethyl)-pyrrolidin